F[P-](F)(F)(F)(F)F.F[P-](F)(F)(F)(F)F.OCCC[N+](CCCCN1C=2C=CC=CC2N(C2=CC=CC=C12)CCCC[N+](C)(C)CCCO)(C)C 5,10-bis[4-(3-hydroxypropyl-dimethylammonio)butyl]5,10-dihydrophenazine bis(hexafluorophosphate)